C1(CC1)[C@H]1[C@H]2[C@@H]3CC[C@@H]4C[C@@](CC[C@@H]4[C@H]3CC[C@@]2([C@H](C1)[C@@H](C)O)C)(O)C (3R,5R,8R,9R,10S,13S,14S,15S,17S)-15-Cyclopropyl-17-((R)-1-hydroxyethyl)-3,13-dimethylhexadecahydro-1H-cyclopenta[a]phenanthren-3-ol